C(CCCCC)C(CC(C(=O)O)=CCCCCC(CCCCCCCCCC)N(OCCCN(C)C)C(CCCCCCC(=O)OCC(CCCCCC)CCCC)=O)CCCCCCCC 2-hexyldecyl-8-{8-[(2-butyloctyl)oxy]-N-[3-(dimethylamino)propoxy]-8-oxooctanoylamino}octadecenoic acid